C(C)(C)(C)OC(=O)N1CCC(CC1)OC1=C(C(=CC=C1)Br)F 4-(3-bromo-2-fluorophenoxy)piperidine-1-carboxylic acid tert-butyl ester